2-{1-[(2R)-2-hydroxypropyl]indazol-5-yl}-6-methyl-3-oxo-N-{[2-(pyrimidin-2-yl)phenyl]methyl}-5H,6H,7H,8H-imidazo[1,5-a]pyrazine-1-carboxamide trifluoroacetic acid salt FC(C(=O)O)(F)F.O[C@@H](CN1N=CC2=CC(=CC=C12)N1C(N2C(CNC(C2)C)=C1C(=O)NCC1=C(C=CC=C1)C1=NC=CC=N1)=O)C